[4-methoxy-3-(trifluoromethyl)phenyl]methanol COC1=C(C=C(C=C1)CO)C(F)(F)F